salicylanilinium C(C=1C(O)=CC=CC1)[NH2+]C1=CC=CC=C1